bis(2-aminoethyl)ethylene glycol NCCC(C(CCN)O)O